ClC=1C=C(C=CC1F)NC(=O)C1=C(N=CN1C)C1CC2CC(CC2C1)(C=1C=NN(C1C(F)(F)F)C)O N-(3-Chloro-4-fluorophenyl)-4-(5-hydroxy-5-(1-methyl-5-(trifluoromethyl)-1H-pyrazol-4-yl)octahydropentalen-2-yl)-1-methyl-1H-imidazole-5-carboxamide